C(C)(C)(C)OC(=O)NC=1C=C(C=C(C1)C(F)(F)F)[C@@H](C)NC1=NC(=NC2=CC(=C(C=C12)C1CCC(CC1)C(=O)O)OC)C (1R,4R)-4-(4-(((R)-1-(3-((tert-Butoxycarbonyl)amino)-5-(trifluoromethyl)phenyl)ethyl)amino)-7-methoxy-2-methylquinazolin-6-yl)cyclohexane-1-Carboxylic acid